BrC=1C=C(C=CC1)C1=NC2=CC=CC=C2C(N1)=O 2-(3-bromophenyl)quinazolin-4(3H)-one